butanaminide C(CCC)[NH-]